C(C)(C)(C)OC(=O)N1CCCC=2C=CC(=NC12)C(C(=O)O)C (8-(tert-butoxycarbonyl)-5,6,7,8-tetrahydro-1,8-naphthyridin-2-yl)propionic acid